4-succinimidyl-oxycarbonyl-α-(2-pyridyldithio)-toluene tert-butyl-(1-(3-bromo-5-chloro-2-formylphenyl)-3-(methoxymethyl)pyrrolidin-3-yl)carbamate C(C)(C)(C)N(C(O)=O)C1(CN(CC1)C1=C(C(=CC(=C1)Cl)Br)C=O)COC.C1(CCC(N1OC(=O)C1=CC=C(CSSC2=NC=CC=C2)C=C1)=O)=O